N-(8'-bromo-4'H-spiro[cyclopropane-1,5'-naphtho[2,1-d]isoxazol]-3'-yl)-2H-1,2,3-triazole-4-sulfonamide BrC1=CC=C2C3(CC=4C(=NOC4C2=C1)NS(=O)(=O)C1=NNN=C1)CC3